N-(trimethoxysilyl-propyl)-1H-benzotriazole-1-carboxamide CO[Si](OC)(OC)CCCNC(=O)N1N=NC2=C1C=CC=C2